(6,7-dimethoxy-4-(thiophen-3-yl)quinazolin-2-yl)-1H-pyrazol COC=1C=C2C(=NC(=NC2=CC1OC)N1N=CC=C1)C1=CSC=C1